(1R,3S)-3-(3-{[(2-methyl-1,3-thiazol-4-yl)acetyl]amino}-1H-pyrazol-5-yl)cyclopentyl tert-butylcarbamate C(C)(C)(C)NC(O[C@H]1C[C@H](CC1)C1=CC(=NN1)NC(CC=1N=C(SC1)C)=O)=O